C(C)(C)(C)OC(=O)N[C@H](CC(CC(=O)OC(C)(C)C)=O)C1CC1 tert-butyl (5R)-5-(tert-butoxycarbonylamino)-5-cyclopropyl-3-oxo-pentanoate